[6-(5-cyclopropyl-1,2,4-oxadiazol-3-yl)-2,3-dihydro-1-benzofuran-3-yl]-1-methyl-1H-pyrazole-4-carboxamide C1(CC1)C1=NC(=NO1)C1=CC2=C(C(CO2)C2=NN(C=C2C(=O)N)C)C=C1